(E)-2-methyl-β-nitrostyrene CC1=C(/C=C/[N+](=O)[O-])C=CC=C1